6-Methyl-5-(8-methyl-[1,2,4]triazolo[1,5-a]pyridin-6-yl)-1-(piperidin-3-yl)-1,3-dihydro-2H-benzo[d]imidazol-2-on CC=1C(=CC2=C(N(C(N2)=O)C2CNCCC2)C1)C=1C=C(C=2N(C1)N=CN2)C